2-methoxy-5-(2-((2R,5S)-5-methyl-2-(2-((4R)-2-methyl-2-azabicyclo[2.2.1]heptan-4-yl)benzo[d]thiazol-5-yl)piperidin-1-yl)-2-oxoacetamido)nicotinamide COC1=C(C(=O)N)C=C(C=N1)NC(C(=O)N1[C@H](CC[C@@H](C1)C)C=1C=CC2=C(N=C(S2)[C@]23CN(C(CC2)C3)C)C1)=O